C1=CN=C2C1=C1C=CN=C1CC2=O pyrrolo[3,2-e]indol-4(5H)-one